C(C)(C)(C)C([C@@H](NCCOCCN[C@H](CC(=O)OC(C)(C)C)C1=NC=CC=C1)C(=O)O)(C(=O)O)C(C)(C)C.ClC=1C=C(C(=NC1)C=1C=CC(=NC1)C)C1=CC=C(C=C1)S(=O)(=O)C 5-chloro-3-(4-(methylsulfonyl)phenyl)-2-(methyl-5-pyridinyl)pyridine di-tert-butyl-(2-(2-(((R)-3-(tert-butoxy)-3-oxo-1-(pyridin-2-yl)propyl)amino)ethoxy)ethyl)-D-aspartate